5-methyl-N2-(quinuclidin-4-yl)-7,8-dihydro-6H-cyclopenta[5,6]pyrido[2,3-d]pyrimidine-2,4-diamine CC1=C2C(=NC=3N=C(N=C(C31)N)NC31CCN(CC3)CC1)CCC2